1-(1-acetyl-4-methylazepan-4-carbonyl)-4-fluoro-N-{phenyl-[4-(prop-2-yl)phenyl]methyl}pyrrolidine-2-carboxamide C(C)(=O)N1CCC(CCC1)(C(=O)N1C(CC(C1)F)C(=O)NC(C1=CC=C(C=C1)C(C)C)C1=CC=CC=C1)C